[O-2].[Ta+5].[Zn+2] Zinc Tantalum Oxide